ethyl (S)-3-(3-(1H-imidazol-1-yl)phenyl)-3-(3-(4-hydroxy-1-methyl-2-oxo-1,2-dihydropyridin-3-yl)ureido)propanoate N1(C=NC=C1)C=1C=C(C=CC1)[C@H](CC(=O)OCC)NC(=O)NC=1C(N(C=CC1O)C)=O